(R)-N-(6-fluoro-8-methylisoquinolin-1-yl)-4-(3-methylisoxazol-5-yl)-N-(piperidin-3-yl)piperidine-1-carboxamide FC=1C=C2C=CN=C(C2=C(C1)C)N(C(=O)N1CCC(CC1)C1=CC(=NO1)C)[C@H]1CNCCC1